NC1=CC(=CC=N1)C 6-amino-4-methylpyridin